2-Amino-9-((2R,3S,4S,5R)-4-fluoro-3-hydroxy-5-(hydroxymethyl)tetrahydrofuran-2-yl)-7-(3-fluorobenzyl)-7,9-dihydro-8H-purin-8-on NC1=NC=C2N(C(N(C2=N1)[C@@H]1O[C@@H]([C@H]([C@H]1O)F)CO)=O)CC1=CC(=CC=C1)F